NC=1C(NC(N(C1)CCOCCOC)=O)=O 5-amino-1-(2-(2-methoxyethoxy)ethyl)pyrimidine-2,4(1H,3H)-dione